N1CC(C1)SC=1C=C2CN(C(C2=CC1)=O)C1C(NC(CC1)=O)=O 3-(5-(azetidin-3-ylsulfanyl)-1-oxoisoindolin-2-yl)piperidine-2,6-dione